1,2,4-tris(2-mercaptovinyloxy)benzene SC=COC1=C(C=C(C=C1)OC=CS)OC=CS